BrC=1C=C2C=C(C=NC2=CC1)OCCO 2-((6-bromoquinolin-3-yl)oxy)ethan-1-ol